C1(CC1)C1=C(C(=NO1)C1=C(C=CC=C1Cl)Cl)CO[C@H]1[C@@H]2C(N[C@H](C1)C2)=O (1S,4R,5R)-5-[[5-cyclopropyl-3-(2,6-dichlorophenyl)-1,2-oxazol-4-yl]methoxy]-2-azabicyclo[2.2.1]heptan-3-one